(S)-2-((4-(6-((7-fluoroquinoxalin-6-yl)methoxy)pyridine-2-yl)piperidin-1-yl)methyl)-1-(oxetan-2-ylmethyl)-1H-benzo[d]imidazole-6-carboxylic acid FC1=C(C=C2N=CC=NC2=C1)COC1=CC=CC(=N1)C1CCN(CC1)CC1=NC2=C(N1C[C@H]1OCC1)C=C(C=C2)C(=O)O